C(C)C(CC(C(C(C(=O)[O-])(CC(CCCC)CC)CC(CCCC)CC)(O)C(=O)[O-])C(=O)[O-])CCCC Tri(2-ethyl-1-hexyl)citrat